3-chloro-5-fluorothieno[3,2-b]thiophene-2-carboxylic acid ClC=1C2=C(SC1C(=O)O)C=C(S2)F